FC(C(=O)O)(F)F.FC(C(=O)O)(F)F.FC=1C=C2CN(CC2=CC1)C(CCC=O)=O 1-(5-fluoroisoindolin-2-yl)butane-1,4-dione bis-(2,2,2-trifluoroacetate)